Methylethynylbenzoat CC=1C(=C(C(=O)[O-])C=CC1)C#C